7-[(3R,5S)-3,5-dimethylpiperazin-1-yl]-N-(7-fluoro-2-methyl-indazol-5-yl)-5-methoxy-pyrido[4,3-d]-pyrimidin-4-amine C[C@@H]1CN(C[C@@H](N1)C)C1=CC=2N=CN=C(C2C(=N1)OC)NC1=CC2=CN(N=C2C(=C1)F)C